dichloro-di-tert-butyl-(4-dimethylaminophenyl)phosphorus palladium (II) [Pd+2].ClP(C1=CC=C(C=C1)N(C)C)(C(C)(C)C)(C(C)(C)C)Cl